NC=1C=C2C(N(C=NC2=C(C1C)C1=C(C(=CC=C1C)OC)C)COCC[Si](C)(C)C)=O 6-amino-8-(3-methoxy-2,6-dimethylphenyl)-7-methyl-3-((2-(trimethylsilyl)ethoxy)methyl)quinazolin-4(3H)-one